ClC=1C(=NC=CC1C1=NNC2=NC=CN=C21)N2CCCC2 3-(3-chloro-2-(pyrrolidin-1-yl)pyridin-4-yl)-1H-pyrazolo[3,4-b]pyrazin